BrC1=CC(=C(C=C1)OCCCCCC)OCCCCCC 4-bromo-1,2-bis(hexyloxy)benzene